N-(3-phenyl-1,2,4-thiadiazol-5-yl)benzamide C1(=CC=CC=C1)C1=NSC(=N1)NC(C1=CC=CC=C1)=O